C(C)N1CCN(CC1)C1=C(CC2=NN3C(=NC=4C(=CC=CC4C3=C2)OC)N)C=CC=C1 2-(2-(4-ethylpiperazin-1-yl)benzyl)-7-methoxypyrazolo[1,5-c]quinazolin-5-amine